(R)-6-(5-chloropyrimidin-2-yl)-2-(5-(difluoromethoxy)-4-((6-oxo-5-(trifluoromethyl)-1,6-dihydropyridazin-4-yl)amino)pentyl)-7-fluoroisoquinolin-1(2H)-one ClC=1C=NC(=NC1)C=1C=C2C=CN(C(C2=CC1F)=O)CCC[C@H](COC(F)F)NC=1C=NNC(C1C(F)(F)F)=O